(2s,4r)-4-ethylpyrrolidine-2-carboxylic acid C(C)[C@@H]1C[C@H](NC1)C(=O)O